O=C(CCCCC[C@@H](C=1NC(=CN1)C=1C=C2C3CCC(C2=CC1)N3CC=C)NC(=O)[C@H]3CC31CCN(CC1)CC=C)CC (1S)-N-{(1S)-7-Oxo-1-[5-(9-prop-2-en-1-yl-1,2,3,4-tetrahydro-1,4-epiminonaphthalin-6-yl)-1H-imidazol-2-yl]nonyl}-6-prop-2-en-1-yl-6-azaspiro[2.5]octan-1-carboxamid